Di-Boc-pinacol C(=O)(OC(C)(C)C)C(C(O)(C)C(C)(C)O)C(=O)OC(C)(C)C